C(C1=CC=CC=C1)N1N=C(C(=C1Cl)CCNCC(F)F)C(=O)OCC ethyl 1-benzyl-5-chloro-4-(2-((2,2-difluoroethyl)amino)ethyl)-1H-pyrazole-3-carboxylate